FC(C(F)(F)F)OCF fluoromethyl tetrafluoroethyl ether